N-(5-(2-(4-methoxypiperidin-1-yl)acetamido)-2-methylpyridin-3-yl)-7-(1-methyl-1H-pyrazol-4-yl)-[1,2,4]triazolo[4,3-a]pyridine-3-carboxamide COC1CCN(CC1)CC(=O)NC=1C=C(C(=NC1)C)NC(=O)C1=NN=C2N1C=CC(=C2)C=2C=NN(C2)C